N-[(3S)-Tetrahydro-2-oxo-3-furanyl]decanamide O=C1OCC[C@@H]1NC(CCCCCCCCC)=O